CN1N=CC=2C1=NC(=NC2NC2=CC=C(C=C2)C(F)(F)F)N 1-methyl-N4-[4-(trifluoromethyl)phenyl]Pyrazolo[3,4-d]Pyrimidine-4,6-diamine